4-[5-(2-aminoethyl)pyridin-2-yl]-3-[2-methyl-5-(methylamino)pyrazole-3-carbonyl]benzonitrile NCCC=1C=CC(=NC1)C1=C(C=C(C#N)C=C1)C(=O)C=1N(N=C(C1)NC)C